NC=1C=C(C(=C(C1)C(C)NC1=NC(=NC2=CC=C(C=C12)NC(C)C)C)F)C(F)F 4-((1-(5-amino-3-(difluoromethyl)-2-fluorophenyl)ethyl)amino)-6-(isopropylamino)-2-methylquinazoline